C(C)OC(=O)C1=C(N=C(S1)NC1=NC(=CC(=N1)C1=CC=C(C=C1)O)N1CCC(CC1)O)C 2-[4-(4-hydroxyphenyl)-6-(4-hydroxypiperidin-1-yl)pyrimidin-2-ylamino]-4-methylthiazole-5-carboxylic acid ethyl ester